[2-(2-amino-1,1-dimethyl-ethoxy)-2'-fluoro-5'-methoxy-biphenyl-4-yl]-methanol NCC(OC1=C(C=CC(=C1)CO)C1=C(C=CC(=C1)OC)F)(C)C